trans-4-((4-(2-Cyclopropyloxazol-4-yl)-pyridine-2-yl)((trans-4-(4-methoxy-3-methylphenyl)cyclohexyl)methyl)carbamoyl)cyclohexyl methylcarbamate CNC(O[C@@H]1CC[C@H](CC1)C(N(C[C@@H]1CC[C@H](CC1)C1=CC(=C(C=C1)OC)C)C1=NC=CC(=C1)C=1N=C(OC1)C1CC1)=O)=O